C1(CC1)C1=C(C=NC2=CC=CN=C12)NC1=CC=C(C=C1)[C@H](C(F)(F)F)N(C(=O)C1CCC(CC1)C1=NN=NN1)C (1r,4S)-N-((S)-1-(4-((4-cyclopropyl-1,5-naphthyridin-3-yl)amino)phenyl)-2,2,2-trifluoroethyl)-N-methyl-4-(1H-tetrazol-5-yl)cyclohexane-1-carboxamide